C(C)N([C@@H]1CC[C@H](CC1)C1(OC=2C(=C(C=3CCN(C(C3C2C)=O)CC=2C(NC(=CC2OC)C)=O)C)O1)C)CC 2-(trans-4-(diethylamino)cyclohexyl)-6-((4-methoxy-6-methyl-2-oxo-1,2-dihydropyridin-3-yl)methyl)-2,4,9-trimethyl-7,8-dihydro-[1,3]dioxolo[4,5-g]isoquinolin-5(6H)-one